BrC=1C(NC=CC1F)=O 3-bromo-4-fluoro-1H-pyridin-2-one